4-[6-(2,6-dichloro-4-fluoro-benzyl)-3-hydroxy-pyridin-2-yl]-4-oxo-butyric acid ethyl ester C(C)OC(CCC(=O)C1=NC(=CC=C1O)CC1=C(C=C(C=C1Cl)F)Cl)=O